BrC=1C(=C2C3(C(NC(C2=CC1)=O)=O)CC3)F 6'-Bromo-5'-fluoro-1'h-spiro[cyclopropane-1,4'-isoquinoline]-1',3'(2'h)-dione